(5R)-tert-butyl 1-(1-benzyloxycarbonylazetidin-3-yl)-5-methyl-5,7-dihydro-4H-pyrazolo[3,4-c]pyridine-6-carboxylate C(C1=CC=CC=C1)OC(=O)N1CC(C1)N1N=CC2=C1CN([C@@H](C2)C)C(=O)OC(C)(C)C